[Si](C)(C)(C(C)(C)C)O[C@@H]1CC[C@H](CC1)OC1=NC=CC=N1 2-((trans-4-((tert-butyldimethylsilyl)oxy)cyclohexyl)oxy)pyrimidine